2-(4-(3H-imidazo[4,5-b]pyridin-7-yl)-1H-pyrazol-1-yl)-N-(cyanomethyl)pyrimidine-5-carboxamide N1=CNC2=NC=CC(=C21)C=2C=NN(C2)C2=NC=C(C=N2)C(=O)NCC#N